4-((s)-2-((s)-2-aminopropanamido)propanamido)benzyl(2-(3-(5-((3-(3-chloro-4-methylphenyl)ureido)methyl)-1-oxoisoindolin-2-yl)-2,6-dioxopiperidine-1-carbonyl)benzyl)(methyl)carbamate N[C@H](C(=O)N[C@H](C(=O)NC1=CC=C(CCN(C([O-])=O)CC2=C(C=CC=C2)C(=O)N2C(C(CCC2=O)N2C(C3=CC=C(C=C3C2)CNC(=O)NC2=CC(=C(C=C2)C)Cl)=O)=O)C=C1)C)C